[Si](C)(C)(C(C)(C)C)OCCOC1=C(CN2N=CC=3C2=NC(=NC3)C3=C(C=CC=C3OC)Cl)C=CC(=C1)C=1N(C=C(N1)C(F)(F)F)C(C)C 1-(2-(2-((tert-butyldimethylsilyl)oxy)ethoxy)-4-(1-isopropyl-4-(trifluoromethyl)-1H-imidazol-2-yl)benzyl)-6-(2-chloro-6-methoxyphenyl)-1H-pyrazolo[3,4-d]pyrimidine